[B].C(#N)C1(C(C(C2=CC=CC=C12)=O)=O)C#N dicyano-indandione boron